C1(CC1)C1(NN(C(=C1)C(=O)NC)CC1=CC=C(C=C1)C)C(=O)N 3-cyclopropyl-N5-methyl-1-(4-methylbenzyl)-1H-pyrazole-3,5-dicarboxamide